7-chloro-4-(methylamino)-1-phenylquinazolin-2(1H)-one ClC1=CC=C2C(=NC(N(C2=C1)C1=CC=CC=C1)=O)NC